3-[[(4-benzyloxy-4-oxobutyl)amino]methyl]azetidine-1-carboxylic acid tert-butyl ester C(C)(C)(C)OC(=O)N1CC(C1)CNCCCC(=O)OCC1=CC=CC=C1